CS(=O)(=O)CCN1CCNCC1 4-(2-methanesulfonylethyl)piperazine